The molecule is a monocarboxylic acid anion that is the conjugate base of bumadizone, obtained by deprotonation of the carboxy group. It is a conjugate base of a bumadizone. CCCCC(C(=O)N(C1=CC=CC=C1)NC2=CC=CC=C2)C(=O)[O-]